N1(CCC1)C(CN1C(N(C2=NC=C(C(=C21)Cl)C=2SC(=CC2)C(F)(F)F)C)=O)=O 1-(2-(azetidin-1-yl)-2-oxoethyl)-7-chloro-3-methyl-6-(5-(trifluoromethyl)thiophen-2-yl)-1,3-dihydro-2H-imidazo[4,5-b]pyridin-2-one